N-(3-(3-((2,6-Dioxopiperidin-3-yl)oxy)-2,4-difluorophenyl)prop-2-yn-1-yl)-5-(8-(7-isopropyl-1,3-dimethyl-2-oxo-2,3-dihydro-1H-benzo[d]imidazol-5-yl)isoquinolin-3-yl)picolinamide O=C1NC(CCC1OC=1C(=C(C=CC1F)C#CCNC(C1=NC=C(C=C1)C=1N=CC2=C(C=CC=C2C1)C1=CC2=C(N(C(N2C)=O)C)C(=C1)C(C)C)=O)F)=O